C(CCCCCCCCCCC)(=O)[O-].C(CCCCCCCCCCC)(=O)[O-].[Zn+2] zinc dilaurate